C(C1=CC=CC=C1)(=O)NC(NCC1=CC(=CC=C1)C1(CCC1)NC(=O)OC(C)(C)C)=S 3-benzoyl-1-(3-(1-((tert-butoxycarbonyl)amino)cyclobutyl)benzyl)thiourea